C(CCCCCCCCCCC)SC1=CC=C(C=C1)C(=O)C1=CC=C(C=C1)OC (4-dodecylthiophenyl)-(4-methoxyphenyl)methanone